5-[3-(1H-imidazol-4-yl)-6-[(oxolan-3-yl)methoxy]imidazo[1,2-a]pyrimidin-2-yl]-3-(trifluoromethyl)-1H-1,2,4-triazole N1C=NC(=C1)C1=C(N=C2N1C=C(C=N2)OCC2COCC2)C2=NC(=NN2)C(F)(F)F